CN1C(=C(C=2C1=NC=CC2)C=C)C(=O)[O-] 1-methyl-3-vinyl-1H-pyrrolo[2,3-b]pyridine-2-carboxylate